6-[(2S)-2-aminopropyl]-2-chloro-5-fluoro-N-[(furan-2-yl)methyl]-7-(4-methoxyphenyl)-7H-pyrrolo[2,3-d]pyrimidine-4-amine hydrochloride Cl.N[C@H](CC1=C(C2=C(N=C(N=C2NCC=2OC=CC2)Cl)N1C1=CC=C(C=C1)OC)F)C